N-vinyl-oxazolinone C(=C)N1C(OC=C1)=O